OC1(CCN(CC1)C(=O)C1=CC=C(CN2C(C=CC=C2C)=O)C=C1)C 1-{4-[(4-hydroxy-4-methylpiperidin-1-yl)carbonyl]benzyl}-6-methylpyridin-2(1H)-one